[Cl-].C(C)NC1=C2C(=C3[NH2+]C4=CC=C(C=C4[Se]C3=C1)N(CC)CC)C=CC=C2 5-ethylamino-9-diethylaminobenzo[a]phenoselenazinium chloride